O1C(CCCC1)OCC#CC=1C=C(C=CC1)O 3-(3-((tetrahydro-2H-pyran-2-yl)oxy)prop-1-yn-1-yl)phenol